C(=O)O.N[C@H](C(=O)NCCCNC(C1=C(C=C(C=C1)NC=1C=2N(C=CN1)C(=CN2)C=2C(=NN(C2)CC(F)F)C(F)(F)F)CC)=O)C (S)-N-(3-(2-aminopropanamido)propyl)-4-((3-(1-(2,2-difluoroethyl)-3-(trifluoromethyl)-1H-pyrazol-4-yl)imidazo[1,2-a]pyrazin-8-yl)amino)-2-ethylbenzamide formate